2-(3,9-diazabicyclo[3.3.1]nonan-3-yl)-7-(thiazol-2-yl)benzo[d]oxazol-4-ol C12CN(CC(CCC1)N2)C=2OC=1C(N2)=C(C=CC1C=1SC=CN1)O